8-(1-Ethyl-2-(2,2,2-trifluoro-1-(4-fluorophenyl)-1-hydroxyethyl)-1H-benzo[d]imidazole-6-carbonyl)-1-phenyl-1,3,8-triazaspiro[4.5]decan-4-one C(C)N1C(=NC2=C1C=C(C=C2)C(=O)N2CCC1(C(NCN1C1=CC=CC=C1)=O)CC2)C(C(F)(F)F)(O)C2=CC=C(C=C2)F